1'-amino-6'-bromo-4-methoxy-1',3'-dihydrospiro[cyclohexane-1,2'-indene] NC1C2(CC3=CC=C(C=C13)Br)CCC(CC2)OC